1,1-dimethylpiperazine C[N+]1(CCNCC1)C